C(C1=CC=CC=C1)(C1=CC=CC=C1)(C1=CC=CC=C1)N1N=C(N=N1)C1CCC(CC1)C(=O)OC methyl (1r,4r)-4-(2-trityl-2H-tetrazol-5-yl)cyclohexane-1-carboxylate